BrC1=C(C=C(C=C1)C)NC(CCCCNC(OC(C)(C)C)=O)=O tert-butyl (5-((2-bromo-5-methylphenyl)amino)-5-oxopentyl)carbamate